iridium tris(2-phenylpyridine) C1(=CC=CC=C1)C1=NC=CC=C1.C1(=CC=CC=C1)C1=NC=CC=C1.C1(=CC=CC=C1)C1=NC=CC=C1.[Ir]